C(C)(C)(C)OC(=O)N1C2CN(CC1C2)C2=CC=C(C=C2)Br 3-(4-bromophenyl)-3,6-diazabicyclo[3.1.1]heptane-6-carboxylic acid tert-butyl ester